6-oxo-5,6-dihydrospiro[cyclopenta[b]-pyridine-7,4'-piperidine]-1'-carboxylic acid tert-butyl ester C(C)(C)(C)OC(=O)N1CCC2(CC1)C(CC=1C2=NC=CC1)=O